8-Bromo-N-(5-chloro-6-(2H-1,2,3-triazol-2-yl)pyridin-3-yl)-2-ethyl-2,3-dihydro-4H-pyrido[4,3-b][1,4]oxazine-4-carboxamide BrC1=CN=CC2=C1OC(CN2C(=O)NC=2C=NC(=C(C2)Cl)N2N=CC=N2)CC